C(CCCCCCCC)(O)(O)O Nonantriol